5-(3-morpholino-5-(phenylsulfonyl)phenyl)-1,2,4-thiadiazol-3-amine O1CCN(CC1)C=1C=C(C=C(C1)S(=O)(=O)C1=CC=CC=C1)C1=NC(=NS1)N